5-(2,6-dimethylpiperazin-1-yl)-2-(2,6-dioxopiperidin-3-yl)-4,7-difluoroisoindoline-1,3-dione CC1N(C(CNC1)C)C=1C(=C2C(N(C(C2=C(C1)F)=O)C1C(NC(CC1)=O)=O)=O)F